5-[4-amino-5-(trifluoromethyl)pyrrolo[2,1-f][1,2,4]triazin-7-yl]-N-[4-fluoro-1-(4-fluorocyclohexanecarbonyl)pyrrolidin-3-yl]-2-methylpyridine-3-carboxamide NC1=NC=NN2C1=C(C=C2C=2C=C(C(=NC2)C)C(=O)NC2CN(CC2F)C(=O)C2CCC(CC2)F)C(F)(F)F